5-((4-(ethylthio)-6-fluoro-1H-indol-5-yl)oxy)-2-fluorobenzimidamide C(C)SC1=C2C=CNC2=CC(=C1OC=1C=CC(=C(C(N)=N)C1)F)F